gallium (III) sulfate S(=O)(=O)([O-])[O-].[Ga+3].S(=O)(=O)([O-])[O-].S(=O)(=O)([O-])[O-].[Ga+3]